C(C)(=O)O[C@H]1[C@H](NC[C@@H]1O)CC1=CC=C(C=C1)OC (2R,3S,4S)-2-[(4-methoxyphenyl)methyl]-3,4-pyrrolidinediol 3-acetate